2-(3,4,5-trimethoxyphenyl)ethan COC=1C=C(C=C(C1OC)OC)CC